N-methyl-N-{4-[5-(trifluoromethyl)-4,5-dihydro-1,2,4-oxadiazol-3-yl]benzyl}methanesulfonamide CN(S(=O)(=O)C)CC1=CC=C(C=C1)C1=NOC(N1)C(F)(F)F